C1(=CC=CC=C1)NC(OC(C(F)(F)F)(C(F)(F)F)[C@]1(CN(CC1)C(C)(C)C=1C=NC(=CC1)C)CCC=1SC(=CC1)F)=O |o1:18| (R or S)-1,1,1,3,3,3-hexafluoro-2-(3-(2-(5-fluoro-thiophen-2-yl)ethyl)-1-(2-(6-methylpyridin-3-yl)propan-2-yl)pyrrolidin-3-yl)propan-2-yl phenylcarbamate